piperidin-3-yl phosphonate P(OC1CNCCC1)([O-])=O